1-[[2-(2,4-di-chlorophenyl)-4-propyl-1,3-dioxolan-2-yl]methyl]-1H-1,2,4-triazol ClC1=C(C=CC(=C1)Cl)C1(OCC(O1)CCC)CN1N=CN=C1